ClC=1C=C(C=CC1F)NC(=O)C1=C(N=CN1C)C1CC2CC(CC2C1)(C=1C(=NN(C1)CC1CN(C1)C)C(F)(F)F)O N-(3-Chloro-4-fluorophenyl)-4-(5-hydroxy-5-(1-((1-methylazetidin-3-yl)methyl)-3-(trifluoromethyl)-1H-pyrazol-4-yl)octahydropentalen-2-yl)-1-methyl-1H-imidazole-5-carboxamide